FC1=C(C=C(C=C1)O)C=1C=NC=C(C=O)C1 5-(2-fluoro-5-hydroxyphenyl)nicotinaldehyde